t-butoxycarbonyl-5-azaspiro[2.5]octane-8-carboxylic acid C(C)(C)(C)OC(=O)C1CC12CNCCC2C(=O)O